1-[3-[[2-fluoro-4-(trifluoromethyl)phenyl]methoxy]azetidine-1-carbonyl]pyrrolidine-3-sulfonamide FC1=C(C=CC(=C1)C(F)(F)F)COC1CN(C1)C(=O)N1CC(CC1)S(=O)(=O)N